C(CCCCC)OS(=O)(=O)C1=C(C=C(C=C1)C)NC(CC12CC3CC(CC(C1)C3)C2)=O 2-(((3R,5R,7R)-adamantan-1-yl)acetamido)-4-methylbenzenesulfonic acid hexyl ester